7-benzyl 1-methyl (2S)-2-[(tert-butoxycarbonyl)amino]-5-oxoheptanedioate C(C)(C)(C)OC(=O)N[C@H](C(=O)OC)CCC(CC(=O)OCC1=CC=CC=C1)=O